COC1=NC(=NC=N1)OC dimethoxy-1,3,5-triazin